FC=1C=C(C=CC1F)C1C(C1)N 2-(3,4-difluorophenyl)cyclopropanamine